tert-butyl 4-(((4-bromobenzyl) oxy) methyl)-2,2-dimethyl-oxazolidine-3-carboxylate BrC1=CC=C(COCC2N(C(OC2)(C)C)C(=O)OC(C)(C)C)C=C1